FC1=C(C=CC(=C1C)OC1=CC2=C(N(C=N2)C)C=C1)NC1=NC=NC2=CC(=C(C=C12)OC1CC2CCC(C1)N2C(C=C)=O)OC 1-(exo-3-((4-((2-Fluoro-3-methyl-4-((1-methyl-1H-benzo[d]imidazol-5-yl)oxy)phenyl)amino)-7-methoxyquinazolin-6-yl)oxy)-8-azabicyclo[3.2.1]octan-8-yl)prop-2-en-1-one